8-nitro-2-(4-(((2-oxo-1,2,3,4-tetrahydroquinolin-5-yl)oxy)methyl)-3,6-dihydropyridin-1(2H)-yl)-6-(trifluoromethyl)-4H-benzo[e][1,3]thiazin-4-one [N+](=O)([O-])C1=CC(=CC=2C(N=C(SC21)N2CCC(=CC2)COC2=C1CCC(NC1=CC=C2)=O)=O)C(F)(F)F